2-chloro-N-(2-(1-(methylthio)ethyl)phenyl)acetamide ClCC(=O)NC1=C(C=CC=C1)C(C)SC